N-(7-(difluoromethoxy)-5-vinyl-1H-indazol-3-yl)-4-fluorobenzamide FC(OC=1C=C(C=C2C(=NNC12)NC(C1=CC=C(C=C1)F)=O)C=C)F